1-(4-chlorophenyl)-N-cyclobutyl-N-methyl-1H-1,2,4-triazole-3-carboxamide ClC1=CC=C(C=C1)N1N=C(N=C1)C(=O)N(C)C1CCC1